5-(5,6-dihydropyrrolo[3,4-c]pyrazol-2(4H)-yl)-N,6-dimethylpyridineamide N=1N(C=C2C1CNC2)C=2C=CC(=NC2C)C(=O)NC